C(CCCCCC(C)C)(=O)OCC(CO)(COCC(CO)(CO)CO)CO Dipentaerythritol isononanoate